6-(6-(((1S,3S)-3-((6-cyclopropyl-1,2,4-triazine-3-yl)amino)cyclopentyl)amino)pyridin-3-yl)-2-(trifluoromethyl)-5,6-dihydro-7H-pyrrolo[3,4-b]pyridin-7-one C1(CC1)C1=CN=C(N=N1)N[C@@H]1C[C@H](CC1)NC1=CC=C(C=N1)N1C(C2=NC(=CC=C2C1)C(F)(F)F)=O